F[P-](F)(F)(F)(F)F.F[P-](F)(F)(F)(F)F.F[P-](F)(F)(F)(F)F.[Co+3] cobalt(III) tri[hexafluorophosphate]